9-Hydroxyfluorene-9-carboxylic acid methyl ester COC(=O)C1(C2=CC=CC=C2C=2C=CC=CC12)O